ClC1=CC=CC=2OC3=CC(=CC=C3C(C12)NC(=O)C=1C(NC(=CC1)C(F)(F)F)=O)C N-(1-chloro-6-methyl-9H-xanthen-9-yl)-2-oxo-6-(trifluoromethyl)-1,2-dihydropyridine-3-carboxamide